C[C@H]1O[C@H](CN(C1)C1=CC=C(C=C1)NC1=NC=C(C(=N1)OCC1CCS(CC1)(=O)=O)F)C 4-(((2-((4-((2R,6S)-2,6-dimethylmorpholino)phenyl)amino)-5-fluoropyrimidin-4-yl)oxy)methyl)tetra-hydro-2H-thiopyran 1,1-dioxide